(5S,5aS)-5-methyl-3-(trifluoromethyl)-5a,6,8,9-tetrahydropyrido[3',2':4,5]pyrrolo[1,2-a]pyrazin C[C@H]1C2=C(N3[C@@H]1CNCC3)N=CC(=C2)C(F)(F)F